nickel(ii) acetate C(C)(=O)[O-].[Ni+2].C(C)(=O)[O-]